FC1(CCN(CC1)C1=CC=C(C=N1)S(=O)(=O)N1CCC2(CC1)CCN(CC2)CCC(C)C)F 3-((6-(4,4-Difluoropiperidin-1-yl)pyridin-3-yl)sulfonyl)-9-isopentyl-3,9-diazaspiro[5.5]undecane